N-Isopropyl-6-(5-isopropyl-1H-pyrazole-3-carbonyl)-2,6-diazaspiro[3.3]heptane-2-carboxamide C(C)(C)NC(=O)N1CC2(C1)CN(C2)C(=O)C2=NNC(=C2)C(C)C